O=C1N[C@H]2[C@@H](N1)CS[C@H]2CCCCC(=O)NCCOCCOCCOC=2C=C(OC1=NC=C(C(=O)O)C=C1)C=CC2 6-(3-(2-(2-(2-(5-((3aS,4S,6aR)-2-oxohexahydro-1H-thieno[3,4-d]imidazol-4-yl)pentanamido)ethoxy)ethoxy)ethoxy)phenoxy)nicotinic acid